NC1=NC2=C(N1C)C(=CC(=C2)NCC2=NN=CN2CC)C#N 2-amino-5-(((4-ethyl-4H-1,2,4-triazol-3-yl)methyl)amino)-1-methyl-1H-benzo[d]imidazole-7-carbonitrile